1-(7-(6-(4-ethylpiperazin-1-yl)pyrimidin-4-yl)-2,7-diazaspiro[3.5]nonan-2-yl)prop-2-en-1-one C(C)N1CCN(CC1)C1=CC(=NC=N1)N1CCC2(CN(C2)C(C=C)=O)CC1